FC1=C(OCCN2CC(CCC2)(OC2=CC(=CC=C2)C(F)(F)F)C)C=C(C=C1)F 1-(2-(2,5-difluorophenoxy)ethyl)-3-methyl-3-(3-(trifluoromethyl)phenoxy)piperidine